tert-butyl (2R,4S)-2-(2-((S)-5-(8-bromo-1H-imidazo[4,5-c]quinolin-1-yl) pent-2-yloxy)-5-fluorophenyl)-4-fluoropyrrolidine-1-carboxylate BrC1=CC=2C3=C(C=NC2C=C1)N=CN3CCC[C@H](C)OC3=C(C=C(C=C3)F)[C@@H]3N(C[C@H](C3)F)C(=O)OC(C)(C)C